FC(OC=1C=C(C=CC1OCC1=C(C=CC=C1)C(F)(F)F)C1C=2C(NC(C1)=O)=NNC2)F 4-[3-(difluoromethoxy)-4-{[2-(trifluoromethyl)phenyl]methoxy}phenyl]-2H,4H,5H,6H,7H-pyrazolo[3,4-b]pyridin-6-one